CC1=NC=2C=CC(=C(C2C=C1)N)[N+](=O)[O-] 2-methyl-6-nitroquinolin-5-amine